C(C)(=O)O.C(C)(C)(C)N(C(O)=O)C1(CCNCC1)CO.CN(C(=O)C1(CCCCC1)C)CC1=C(C(=CC(=C1)F)F)F N,1-dimethyl-N-(2,3,5-trifluorobenzyl)cyclohexanecarboxamide tert-butyl-(4-(hydroxymethyl)piperidin-4-yl)carbamate acetate salt